hexamethyl-3-(trimethylsiloxy)trisiloxane C[Si](O[SiH](O[Si](C)(C)C)O[Si](C)(C)C)(C)C